C(C=C(C)C)C=1C(=CC(=C2C(C=C(OC12)C(C)CC)=O)O)O 8-prenyl-2-sec-butyl-5,7-dihydroxychromone